C(CCC)C1=NC2=CC=CC=C2C(N1)=O 2-butylquinazolin-4(3H)-one